[N+](=O)([O-])C1=CC=C(C=C1)S(=O)(=O)OCC1C(CNCC1)(F)F (3,3-difluoropiperidin-4-yl)methyl 4-nitrobenzenesulfonate